1,3-bis(3-aminopropyl)-1,1,3,3-tetraphenyldisiloxane NCCC[Si](O[Si](C1=CC=CC=C1)(C1=CC=CC=C1)CCCN)(C1=CC=CC=C1)C1=CC=CC=C1